2-[1-(3,3-dimethyl-1-cyclopenten-1-yl)ethoxy]-2-methylpropyl 2-butynoate C(C#CC)(=O)OCC(C)(C)OC(C)C1=CC(CC1)(C)C